O1CC(CC1)N1CCC2=CC=CC=C12 (tetrahydrofuran-3-yl)indoline